ClC1=C(C(=NC=C1)C#N)CC1N(C(C2=CC=CC=C12)=O)CC1=CC2=C(NC(O2)=O)C=C1 4-chloro-3-((3-oxo-2-((2-oxo-2,3-dihydrobenzo[d]oxazol-6-yl)methyl)isoindolin-1-yl)methyl)picolinonitrile